C(C1=CC=CC=C1)(=O)OC[C@H]1O[C@H]([C@@H]([C@@H]1F)OC(C)=O)N1C=2N=C(NC(C2N(C1=O)CC#C)=O)NC(C)=O ((2R,3R,4S,5R)-5-(2-Acetamido-6,8-dioxo-7-(prop-2-yn-1-yl)-1,6,7,8-tetrahydro-9H-purin-9-yl)-4-acetoxy-3-fluorotetrahydrofuran-2-yl)methyl benzoate